thiophenesulfonyl carbamate C(N)(OS(=O)(=O)C=1SC=CC1)=O